(3S)-3-hydroxy-D-proline ethyl ester C(C)OC([C@@H]1NCC[C@@H]1O)=O